N(=[N+]=[N-])CC[C@H](N)C(=O)O 4-azido-L-homoalanine